BrC=1C(=C2C(=NC1)N=C(N2)C2=C(N(C(=C2)C)C=2C=C(C=CC2)S(=O)(=O)N)C)N[C@@H]2CN(CC2)S(=O)(=O)CC (S)-3-(3-(6-bromo-7-((1-(ethylsulfonyl)pyrrolidin-3-yl)amino)-1H-imidazo[4,5-b]pyridin-2-yl)-2,5-dimethyl-1H-pyrrol-1-yl)benzenesulfonamide